3-((1S,3R)-3-((4-(1-(2,2-difluoroethyl)-1H-pyrazol-4-yl)-5-(trifluoromethyl)pyrimidin-2-yl)amino)cyclopentyl)-3H-imidazo[4,5-b]pyridine-6-carbonitrile FC(CN1N=CC(=C1)C1=NC(=NC=C1C(F)(F)F)N[C@H]1C[C@H](CC1)N1C=NC=2C1=NC=C(C2)C#N)F